trans-1,2-dicyanocyclobutane C(#N)[C@H]1[C@@H](CC1)C#N